1-(2-(4-(1-(2,3-dihydrobenzofuran-6-yl)ethyl)piperazin-1-yl)pyrimidin-5-yl)-2-methylpropan-1-ol O1CCC2=C1C=C(C=C2)C(C)N2CCN(CC2)C2=NC=C(C=N2)C(C(C)C)O